(E)-3-(3,4-Dihydroxyphenyl)-1-[2-methoxy-4-[7-methoxy-3-methyl-5-[(E)-prop-1-enyl]-2,3-dihydro-1-benzofuran-2-yl]phenyl]prop-2-en-1-one OC=1C=C(C=CC1O)/C=C/C(=O)C1=C(C=C(C=C1)C1OC2=C(C1C)C=C(C=C2OC)\C=C\C)OC